NCCC1=CC=C(C=C1)C1=C(C=C(C#N)C=C1)CN1C(=NC=C1)CCC 4-[4-(2-aminoethyl)phenyl]-3-[(2-propylimidazol-1-yl)methyl]benzonitrile